FC1=C(C=CC=C1)N1CC(CN(S1(=O)=O)CC(=O)NC1C2CC3(CC(CC1C3)C2)C(=O)N)OC2OCCCC2 4-(2-(6-(2-fluorophenyl)-1,1-dioxido-4-((tetrahydro-2H-pyran-2-yl)oxy)-1,2,6-thiadiazinan-2-yl)acetamido)adamantane-1-carboxamide